N-(2-(4-benzylpiperidin-1-yl)ethyl)-1H-benzo[d]imidazol-2-carboxamide C(C1=CC=CC=C1)C1CCN(CC1)CCNC(=O)C1=NC2=C(N1)C=CC=C2